OC1=CC=C(C=C1)C(C(=O)O)O p-hydroxy-alpha-hydroxyphenylacetic acid